nonacosan-5,10-diol CCCCC(CCCCC(CCCCCCCCCCCCCCCCCCC)O)O